6-chloro-8-((1S,2S)-2-(1-(difluoromethyl)-1H-pyrazol-4-yl)cyclopropyl)imidazo[1,2-b]pyridazine ClC=1C=C(C=2N(N1)C=CN2)[C@@H]2[C@H](C2)C=2C=NN(C2)C(F)F